COCCOC=1C=C(CNCC2=CC(=CC=C2)OCCOC)C=CC1 bis(3-(2-methoxyethoxy)benzyl)amine